Cl.F[C@H]1CNCCN(C1)C1=CC=C2C(=NN=C(C2=C1)N[C@H](C)C1=C(C(=CC=C1)C(F)(F)F)C)C 7-((S)-6-fluoro-1,4-diazepan-1-yl)-4-methyl-N-((R)-1-(2-methyl-3-(trifluoromethyl)phenyl)ethyl)phthalazin-1-amine Hydrochloride salt